(1r,4r)-4-(aminomethyl)cyclohexan-1-ol hydrochloride Cl.NCC1CCC(CC1)O